NC=1C=2N(C3=CC(=CC=C3N1)C(=O)N(N(C)C(=O)C1CC1)CC1=C(C=C(C=C1)C(F)(F)F)F)C=NC2C 4-amino-N'-(cyclopropanecarbonyl)-N-(2-fluoro-4-(trifluoromethyl)benzyl)-N',3-dimethylimidazo[1,5-a]quinoxaline-8-carbohydrazide